6-(1-(tert-butyl)-1H-pyrazol-4-yl)-2-methyl-2,5-dihydro-4H-pyrazolo[4,3-c]pyridin-4-one C(C)(C)(C)N1N=CC(=C1)C1=CC=2C(C(N1)=O)=CN(N2)C